BOC-serine C(=O)(OC(C)(C)C)N[C@@H](CO)C(=O)O